(4S)-4-ethyl-8-fluoro-4-hydroxy-11-((3-(hydroxymethyl)thiomorpholino)methyl)-9-methyl-1,12-dihydro-14H-pyrano[3',4':6,7]indolizino[1,2-b]quinoline-3,14(4H)-dione C(C)[C@]1(C(OCC=2C(N3CC=4C(=NC=5C=C(C(=CC5C4CN4C(CSCC4)CO)C)F)C3=CC21)=O)=O)O